4-(4'-n-pentylcyclohexyl)-cyanobenzene C(CCCC)C1CCC(CC1)C1=CC=C(C=C1)C#N